11-chloro-8,12b-dihydro-2,8-dimethyl-12b-phenyl-4H-[1,3]oxazino[3,2-d][1,4]benzodiazepine-4,7(6H)-dione ClC=1C=CC2=C(C3(N(CC(N2C)=O)C(C=C(O3)C)=O)C3=CC=CC=C3)C1